ClC=1N=C(N2C1C(=CC(=C2)S(=O)(=O)NC2(COC2)C)N2C[C@H](N(CC2)C(C(C)C)=O)C)C=2SC(=NN2)C(F)F (R)-1-chloro-3-(5-(difluoromethyl)-1,3,4-thiadiazol-2-yl)-8-(4-isobutyryl-3-methylpiperazin-1-yl)-N-(3-methyloxetan-3-yl)imidazo[1,5-a]pyridine-6-sulfonamide